3-(1-(2-Aminophenyl)-5-fluoro-1H-indol-2-yl)-1-methylpyrrolidine-2,5-dione NC1=C(C=CC=C1)N1C(=CC2=CC(=CC=C12)F)C1C(N(C(C1)=O)C)=O